OC(CN(CCN1C(=NC2=C3CC[C@@H](NC3=CC=C21)C)CCN2N=CC=C2)C)(C)C (7S)-3-{2-[(2-Hydroxy-2-methylpropyl)(methyl)amino]ethyl}-7-methyl-2-[2-(1H-pyrazol-1-yl)ethyl]-3H,6H,7H,8H,9H-imidazo[4,5-f]chinolin